ClC=1C(=CC2=C(NC(=N2)N2N=CC(=C2)C(=O)O)C1)OC(F)(F)F 1-[6-chloro-5-(trifluoromethoxy)-1H-benzoimidazol-2-yl]-1H-pyrazole-4-carboxylic acid